FC1=CC=C(C=C1)C=1C(=C(C=NC1COC)C(=O)N)O 5-(4-fluorophenyl)-4-hydroxy-6-(methoxymethyl)pyridine-3-carboxamide